C/C(/C(=O)OCC)=C\C(=O)OCC diethyl (E)-2-methylbut-2-endioat